benzylthiazol C(C1=CC=CC=C1)C=1SC=CN1